CS(=O)(=NCC1=CC=C(C=C1)C1=NOC(=N1)C(F)(F)F)C1=NC=CC=N1 methyl(pyrimidin-2-yl)((4-(5-(trifluoromethyl)-1,2,4-oxadiazol-3-yl)benzyl)imino)-λ6-sulfanone